2-(cyanomethyl)-8-((2s,5r)-4-(1-(6-cyclopropylpyridin-3-yl)ethyl)-5-ethyl-2-methylpiperazin-1-yl)-5-methyl-6-oxo-5,6-dihydroimidazo[1,2-b]pyridazine-7-carbonitrile C(#N)CC=1N=C2N(N(C(C(=C2N2[C@H](CN([C@@H](C2)CC)C(C)C=2C=NC(=CC2)C2CC2)C)C#N)=O)C)C1